ClC1=C(CN2CC(C(CC2)(O)C=2C=C(C#N)C=CC2)CN(C)C)C=CC(=C1)F 3-(1-(2-chloro-4-fluorobenzyl)-3-((dimethylamino)methyl)-4-hydroxypiperidin-4-yl)benzonitrile